NC[C@@H]1C[C@H](C1)N1N=C(C(=C1)C1=NC=CC=C1C1CN(C1)C(=O)OC(C)(C)C)C1CC1 tert-butyl 3-(2-(1-(trans-3-(aminomethyl)cyclobutyl)-3-cyclopropyl-1H-pyrazol-4-yl)pyridin-3-yl)azetidine-1-carboxylate